1-bromo-2-fluoro-4-(2-methoxyethyl)benzene BrC1=C(C=C(C=C1)CCOC)F